7-(Cyclopropylamino)-5-((4-fluoro-3-((Methylsulfonyl)methyl)phenyl)amino)pyrazolo[1,5-a]pyrimidin-3-carbonitril C1(CC1)NC1=CC(=NC=2N1N=CC2C#N)NC2=CC(=C(C=C2)F)CS(=O)(=O)C